FC1(C(CNCC1C)CCN(C)C)F 2-(4,4-Difluoro-5-methylpiperidin-3-yl)-N,N-dimethylethan-1-amine